tert-butyl 4-{4-fluoro-3-[({[4-methyl-2-(piperidin-1-yl)phenyl](phenyl)methyl}carbamoyl)-methyl]phenyl}piperazine-1-carboxylate FC1=C(C=C(C=C1)N1CCN(CC1)C(=O)OC(C)(C)C)CC(NC(C1=CC=CC=C1)C1=C(C=C(C=C1)C)N1CCCCC1)=O